N-(3-((3-phenoxybenzyl)amino)propyl)cyclopentane-1-carboxamide O(C1=CC=CC=C1)C=1C=C(CNCCCNC(=O)C2CCCC2)C=CC1